4,4-dimethyl-4H,6H,7H-pyrazolo[3,2-c][1,4]oxazine-2-sulfonamide CC1(OCCN2C1=CC(=N2)S(=O)(=O)N)C